tri-tert-butyl-(2-ethoxyethoxy)silane C(C)(C)(C)[Si](OCCOCC)(C(C)(C)C)C(C)(C)C